Ethyl 2-(2-{[7-(1-methyl-1H-pyrazol-4-yl) isoquinolin-1-yl] amino} ethyl)-3-oxo-2,3-dihydro-1H-isoindole-5-carboxylate CN1N=CC(=C1)C1=CC=C2C=CN=C(C2=C1)NCCN1CC2=CC=C(C=C2C1=O)C(=O)OCC